The molecule is a ciguatoxin comprising a sequence of twelve trans-fused six-, seven-, eight- and nine-membered oxacycles and a spiro-fused tetrahydrofuran. It has a role as a metabolite. C[C@@H]1C[C@H]2[C@@H](C[C@H]3[C@H](O2)[C@H]([C@@H]([C@H]4[C@H](O3)[C@H]([C@@H]([C@]5(O4)CCCO5)C)C)O)C)O[C@H]6C[C@@H]7[C@]([C@@H](C[C@@H]8[C@@H](O7)C/C=C\\C[C@@H]9[C@@H](O8)/C=C\\C[C@@H]2[C@@H](O9)C=C[C@@H]3[C@@H](O2)C[C@@H]2[C@@H](O3)[C@@H]([C@@H]3[C@@H](O2)CC=CCO3)O)O)(O[C@@H]6C1)C